methyl 2-(6-(2-bromobutyryl)-9-ethyl-9H-carbazol-3-yl)-2-oxoacetate BrC(C(=O)C=1C=C2C=3C=C(C=CC3N(C2=CC1)CC)C(C(=O)OC)=O)CC